ClC=1C(=C(C#N)C(=C(C1F)Cl)F)F 3,5-dichloro-2,4,6-trifluorobenzonitrile